6-(benzyloxy)-6-oxohexane C(C1=CC=CC=C1)OC(CCCCC)=O